O[C@@H]1CO[C@H]2[C@@H]1OC[C@H]2[O] ((3R,3aR,6R,6aR)-6-hydroxyhexahydrofurano[3,2-b]furan-3-yl)oxygen